Natrium (S)-3-(2',4'-Difluorobiphenyl-4-yl)-3-(3-(1-methyl-4-oxido-2-oxo-1,2-dihydropyridin-3-yl)ureido)propanoat FC1=C(C=CC(=C1)F)C1=CC=C(C=C1)[C@H](CC(=O)[O-])NC(=O)NC=1C(N(C=CC1[O-])C)=O.[Na+].[Na+]